(S)-N-((S)-1-(5-(3-Chloroisochinolin-6-yl)-1H-imidazol-2-yl)-7-oxononyl)-6-methyl-6-azaspiro[2.5]octan-1-carboxamid ClC=1N=CC2=CC=C(C=C2C1)C1=CN=C(N1)[C@H](CCCCCC(CC)=O)NC(=O)[C@H]1CC12CCN(CC2)C